F[C@]1([C@H]([C@@]([C@@H](O1)N1C(NC(C=C1)=O)=O)(C)O)O)CO 1-((2R,3R,4S,5S)-5-fluoro-3,4-dihydroxy-5-(hydroxymethyl)-3-methyltetrahydrofuran-2-yl)pyrimidine-2,4(1H,3H)-dione